NC1=C(C=CC(=C1)NCC1=CC=C(C=C1)F)NC(CCCCCC)=O N-(2-amino-4-((4-fluorobenzyl)amino)phenyl)heptanamide